C(C(C)C)N1C[C@@H](CCC1)N1C(NC2=C1C=C(C(=C2)C=2C=C(C=1N(C2)N=CN1)C)C)=O (R)-1-(1-Isobutylpiperidin-3-yl)-6-methyl-5-(8-methyl-[1,2,4]triazolo[1,5-a]pyridin-6-yl)-1,3-dihydro-2H-benzo[d]imidazol-2-on